6-(5-((2,6-difluorophenyl)sulfonamido)-6-methoxypyridin-3-yl)pyridin FC1=C(C(=CC=C1)F)S(=O)(=O)NC=1C=C(C=NC1OC)C1=CC=CC=N1